O1C(CCCC1)N1N=CC(=C1)C1=CC=C(C=N1)N1CCC(CC1)CN1C(CCC1)=O 1-((1-(6-(1-(tetrahydro-2H-pyran-2-yl)-1H-pyrazol-4-yl)pyridin-3-yl)piperidin-4-yl)methyl)pyrrolidin-2-one